CC=1N=C(SC1C1=CC(=NC=C1)C(C(F)(F)F)(C)C)NC(=O)N1[C@@H](CCC1)C(=O)N (S)-l-N-[4-methyl-5-[2-(1,1,1-trifluoro-2-methylpropan-2-yl)pyridin-4-yl]-1,3-thiazol-2-yl]pyrrolidine-1,2-dicarboxamide